(R)-4-(3-((5-chloro-2-((3-methyl-1-(1-methylpyrrolidin-3-yl)-1H-pyrazol-4-yl)amino)pyrimidin-4-yl)amino)propyl)-1,4-oxazepan-3-one ClC=1C(=NC(=NC1)NC=1C(=NN(C1)[C@H]1CN(CC1)C)C)NCCCN1C(COCCC1)=O